1-bromo-4-(3,7-dimethyl-octyloxy)-benzene BrC1=CC=C(C=C1)OCCC(CCCC(C)C)C